N-((S)-1-(2-methoxy-4-(4-methylthiazol-5-yl)phenyl)ethyl)-2-methylpropane-2-sulfinamide COC1=C(C=CC(=C1)C1=C(N=CS1)C)[C@H](C)NS(=O)C(C)(C)C